ClC1=C(C=CC(=C1)CN1CC(C1)(C)C)N1C=NC(=C1)C1=NC(=NC=C1C(F)(F)F)NC1CCN(CC1)S(=O)(=O)C 4-(1-(2-Chloro-4-((3,3-dimethyl-azetidin-1-yl)methyl)-phenyl)-1H-imidazol-4-yl)-N-(1-(methyl-sulfonyl)piperidin-4-yl)-5-(trifluoromethyl)-pyrimidin-2-amine